C(C1=CC=CC=C1)N(C1=NC(=NC=2[C@@H](CCCC12)OC)N1C(=CC=2C(=CC=CC12)C#N)C)CC1=C(C=C(C=C1)OC)OC 1-[(8R)-4-[benzyl-[(2,4-dimethoxyphenyl)methyl]amino]-8-methoxy-5,6,7,8-tetrahydroquinazolin-2-yl]-2-methyl-indole-4-carbonitrile